FC(C1=CC(=NC=C1)N[C@@H]1CCC2=CC(=CC=C12)NC(C=C)=O)(F)F N-[(1R)-1-[[4-(trifluoromethyl)pyridin-2-yl]amino]-2,3-dihydro-1H-inden-5-yl]acrylamide